ClC1=C(CC(C(=O)OCC)CSC2CCCCC2)C=CC=C1 ethyl 2-(2-chlorobenzyl)-3-(cyclohexylthio)propanoate